BrC=1C(C(=C(N(C1C)CC)C1=CC(=C(C=C1)Cl)Cl)C(=O)[O-])=O 5-bromo-2-(3,4-dichlorophenyl)-1-ethyl-6-methyl-4-oxo-pyridine-3-carboxylate